N1=CC(=CC=2CNC=CC12)N 5H-1,6-naphthyridin-3-amine